C(C)(C)(C)OC(N[C@H]1CN(CC1)C1=CC(=C(C=C1)N)[N+](=O)[O-])=O (R)-(1-(4-amino-3-nitrophenyl)pyrrolidin-3-yl)carbamic acid tert-butyl ester